1',2-dimethyl-6,7-dihydro-5H-spiro[pyrido[4,3-d]pyrimidine-8,3'-pyrrolidin]-5'-one CN1CC2(CC1=O)CNCC1=C2N=C(N=C1)C